(S)-3-((6'-Chloro-5-((4,4-difluoropiperidin-1-yl)methyl)-3-fluoro-[2,3'-bipyridin]-4'-yl)amino)butan-1-ol ClC1=CC(=C(C=N1)C1=NC=C(C=C1F)CN1CCC(CC1)(F)F)N[C@H](CCO)C